COC[C@H]1N(CCC1)S(=O)(=O)N (S)-2-(methoxymethyl)pyrrolidine-1-sulfonamide